2-(4-azido-2-(hydroxymethyl)butoxy)-3-(3-(3-fluoro-5-methylphenyl)-4-(4-oxopiperidin-1-yl)quinolin-6-yl)benzonitrile N(=[N+]=[N-])CCC(COC1=C(C#N)C=CC=C1C=1C=C2C(=C(C=NC2=CC1)C1=CC(=CC(=C1)C)F)N1CCC(CC1)=O)CO